CC=1C(=C(C=2CC3=CC=CC=C3C2C1)N(C1=C(C(=CC=2C3=CC=CC=C3CC12)C1=CC=CC=C1)C1=CC=CC=C1)C1=CC=CC=2OC3=C(C21)C=CC=C3)C (dimethylfluorenyl)(dibenzofuranyl)(diphenylfluorenyl)amine